C(C)(=O)C=1C=C(C=CC1)C1=CC(=C(N1CC1=CC(=C(C=C1)S(N(CC1=CC=C(C=C1)OC)CC1=CC=C(C=C1)OC)(=O)=O)F)CC1CC1)C=1SC(=C(N1)C(=O)OCC)C ethyl 2-(5-(3-acetylphenyl)-1-(4-(N,N-bis(4-methoxybenzyl) sulfamoyl)-3-fluorobenzyl)-2-(cyclopropylmethyl)-1H-pyrrol-3-yl)-5-methylthiazole-4-carboxylate